C(C)NC=1C=C(C=C2[C@](C(NC12)=O)(C)N1C[C@@H](CCC1)OC1=CC=C(C=C1)S(=O)(=O)F)F 4-[[(3R)-1-[(3S)-7-(ethylamino)-5-fluoro-3-methyl-2-oxo-indolin-3-yl]-3-piperidyl]oxy]benzenesulfonyl fluoride